(S)-N-((R)-1-(3-((7',7'-dimethyl-5'-oxo-5'h,7'h-spiro[cyclopropan-1,8'-pyrano[4,3-b]pyridin]-2'-yl)amino)-8-methoxyisoquinolin-5-yl)propyl)-2-methylpropan-2-sulfinamide CC1(C2(C3=NC(=CC=C3C(O1)=O)NC=1N=CC3=C(C=CC(=C3C1)[C@@H](CC)N[S@@](=O)C(C)(C)C)OC)CC2)C